ClC=1C(=C(C=CC1)NS(=O)(=O)C1=CC=C(S1)S(=O)(=O)N(C)C)N1CC(CCC1)(F)F N5-[3-chloro-2-(3,3-difluoro-1-piperidyl)phenyl]-N2,N2-dimethyl-thiophene-2,5-disulfonamide